(S)-quinuclidin-3-yl ((R)-5-(3-chloro-5-isobutoxyphenyl)-2,2-dimethyl-2,3-dihydro-1H-inden-1-yl)carbamate ClC=1C=C(C=C(C1)OCC(C)C)C=1C=C2CC([C@H](C2=CC1)NC(O[C@@H]1CN2CCC1CC2)=O)(C)C